NC1=NC2=NC=C(N=C2C(N1)=O)CNC1=CC(=C(C(=O)O)C=C1)[18F] 4-(((2-amino-4-oxo-3,4-dihydropteridin-6-yl)methyl)amino)-2-[18F]fluorobenzoic acid